FC1=CC=C(C=C1)C(N1C(CN(CC1C)C1=CC(N(C=2C=CC(=NC12)C#N)C)=O)C)C1=CC=C(C=C1)F 8-(4-(Bis(4-fluorophenyl)methyl)-3,5-dimethylpiperazin-1-yl)-5-methyl-6-oxo-5,6-dihydro-1,5-naphthyridin-2-carbonitril